2-[6-(dimethylsulfamoyl)-3-methyl-indol-1-yl]-N-(2-methyl-5-piperazin-1-yl-phenyl)propanamide CN(S(=O)(=O)C1=CC=C2C(=CN(C2=C1)C(C(=O)NC1=C(C=CC(=C1)N1CCNCC1)C)C)C)C